CNC([C@H](CCCC1CCC(CC1)C(F)(F)F)NC(OC(C)(C)C)=O)=O tert-butyl (S)-(1-(methylamino)-1-oxo-5-(4-(trifluoromethyl)cyclohexyl)pentan-2-yl)carbamate